1-(3,4-dichlorophenyl)-N-(2-(1',1'-dimethyl-3',4'-dihydro-1'H-spiro[cyclopropane-1,2'-naphthalen]-4'-yl)ethyl)methanesulfonamide ClC=1C=C(C=CC1Cl)CS(=O)(=O)NCCC1CC2(C(C3=CC=CC=C13)(C)C)CC2